FC(C1=NNC(=C1)C(=O)O)(F)F 3-(trifluoromethyl)-1H-pyrazole-5-carboxylic acid